CC1=CC=C(C=C1)S(=O)(=O)OCC(CO)(N1N=CC(=C1)C)C 3-hydroxy-2-methyl-2-(4-methyl-1H-pyrazol-1-yl)propyl 4-methylbenzenesulfonate